CNC[C@H](CN1N=CC(=C1)C=1N=C(C=2N(C1)N=CC2)C=2C=NN(C2)C(CC)CC)O (R)-1-(methylamino)-3-(4-(4-(1-(pentan-3-yl)-1H-pyrazol-4-yl)pyrazolo[1,5-a]pyrazin-6-yl)-1H-pyrazol-1-yl)propan-2-ol